(1R,2R,3R,4R)-3-(((9H-fluoren-9-yl)methoxy)carbonyl)-2,4-bis(2-methoxyphenyl)cyclobutane-1-carboxylic acid C1=CC=CC=2C3=CC=CC=C3C(C12)COC(=O)C1[C@@H](C([C@H]1C1=C(C=CC=C1)OC)C(=O)O)C1=C(C=CC=C1)OC